1,3-dimethylimidazoleOne CN1C(N(C=C1)C)=O